C(#N)C1=CC(=C(C=C1)[C@@]1(OC2=C(O1)C=CC=C2C2CCN(CC2)CC2=NC1=C(N2C[C@H]2OCC2)C=CC=C1)C)F 2-({4-[(2S)-2-(4-Cyano-2-fluorophenyl)-2-methyl-1,3-benzodioxol-4-yl]piperidin-1-yl}methyl)-1-[(2S)-oxetan-2-ylmethyl]-1H-benzimidazol